2-(4-carbamoylphenyl)acetic acid methyl ester COC(CC1=CC=C(C=C1)C(N)=O)=O